N2-(4-(2-(benzylamino)-2-oxoethyl)phenyl)-N2',N2'-diethyl-[1,1'-biphenyl]-2,2'-dicarboxamide C(C1=CC=CC=C1)NC(CC1=CC=C(C=C1)NC(=O)C=1C(=CC=CC1)C=1C(=CC=CC1)C(=O)N(CC)CC)=O